ClC1=CC=C(C(=N1)C(=O)NS(=O)(=O)C)N[C@H](C)C=1C=C(C=C2C(N(C(=NC12)N1CC=2N(N=CC2C1)C1=CC=C(C=C1)C#N)C)=O)C (R)-6-chloro-3-((1-(2-(1-(4-cyanophenyl)-4,6-dihydropyrrolo[3,4-c]pyrazol-5(1H)-yl)-3,6-dimethyl-4-oxo-3,4-dihydroquinazolin-8-yl)ethyl)amino)-N-(methylsulfonyl)picolinamide